ClC=1C=C(C=C(C1)C1=C(C(=C(C(=C1[2H])[2H])[2H])[2H])[2H])C1=C(C(=C(C(=C1[2H])[2H])[2H])[2H])[2H] 5'-chloro-1,1':3',1''-terphenyl-2,2'',3,3'',4,4'',5,5'',6,6''-d10